perfluorophenyl 1-azido-3,6,9,12-tetraoxapentadecane-15-ate N(=[N+]=[N-])CCOCCOCCOCCOCCC(=O)OC1=C(C(=C(C(=C1F)F)F)F)F